CC(CC1CO1)C 4-methyl-1,2-epoxypentane